CN1N=CC(=C1)[C@H](C(=O)N1C[C@H](CCC1)C)NC(OC(C)(C)C)=O tert-butyl ((R)-1-(1-methyl-1H-pyrazol-4-yl)-2-((S)-3-methylpiperidin-1-yl)-2-oxoethyl)carbamate